(R)-3-((4-(2,9-diazaspiro[5.5]undec-9-yl)phenyl)amino)-5-(3-(3-methyl-2-oxoimidazolidin-1-yl)piperidin-1-yl)pyrazine-2-carboxamide C1NCCCC12CCN(CC2)C2=CC=C(C=C2)NC=2C(=NC=C(N2)N2C[C@@H](CCC2)N2C(N(CC2)C)=O)C(=O)N